tert-butyl (5-hydroxypentyl)(methyl)carbamate OCCCCCN(C(OC(C)(C)C)=O)C